6-[(S)-(1-(amino(cyclopropyl)methyl)cyclopropyl)]-2-chloro-N-[(furan-2-yl)methyl]-7-methylthieno[3,2-d]pyrimidin-4-amine N[C@H](C1(CC1)C1=C(C=2N=C(N=C(C2S1)NCC=1OC=CC1)Cl)C)C1CC1